6-Methoxy-N-(2-methyl-5-(trifluoromethyl)phenyl)-2-(trifluoromethyl)-1H-imidazo[4,5-b]pyrazin-5-amin COC1=C(N=C2C(=N1)NC(=N2)C(F)(F)F)NC2=C(C=CC(=C2)C(F)(F)F)C